C(C)O[Si]1(N(CCC1)CCC[Si](OCC)(OCC)OCC)OCC 2,2-Diethoxy-1-(3-triethoxysilylpropyl)aza-2-silacyclopentan